C(C)(=O)N1CCC(CC1)N(C(OC(C)(C)C)=O)CC=1C=CC(=NC1OC)C1=C(C(=NC=C1)C1=C(C(=CC=C1)NC(C1=NC=C(C(=C1)OC)CNCCO)=O)Cl)Cl tert-butyl (1-acetylpiperidin-4-yl)((3'-chloro-2'-(2-chloro-3-(5-(((2-hydroxyethyl)amino)methyl)-4-methoxypicolinamido)phenyl)-6-methoxy-[2,4'-bipyridin]-5-yl)methyl)carbamate